The molecule is an oxonium betaine that is the conjugate base of cyanidin 3,7-di-O-beta-D-glucoside, arising from regioselective deprotonation of the 5-hydroxy group. Major structure at pH 7.3 It derives from a cyanidin cation. It is a conjugate base of a cyanidin 3,7-di-O-beta-D-glucoside. C1=CC(=C(C=C1C2=C(C=C3C(=CC(=CC3=O)O[C@H]4[C@@H]([C@H]([C@@H]([C@H](O4)CO)O)O)O)O2)O[C@H]5[C@@H]([C@H]([C@@H]([C@H](O5)CO)O)O)O)O)O